(4,4-difluoro-1-piperidinyl)(3-(pyrazolo[1,5-a]pyridin-6-yl)-6-quinoxalinyl)methanone FC1(CCN(CC1)C(=O)C=1C=C2N=C(C=NC2=CC1)C=1C=CC=2N(C1)N=CC2)F